S1C=C(C=C1)CC(=O)O thiophen-3-acetic acid